C(C)(C)(C)OC(=O)N1C[C@@H]2COC3=C(C(N2CC1)=O)N=CC(=C3)C(F)(F)F (R)-12-oxo-3-(trifluoromethyl)-6a,7,9,10-tetrahydro-12H-pyrazino[2,1-c]pyrido[2,3-f][1,4]oxazepine-8(6H)-carboxylic acid tert-butyl ester